N-[(1R)-1-[3-amino-5-(trifluoromethyl)phenyl]ethyl]-4-anilino-1-(2-fluorophenyl)-6-oxo-pyridazine-3-carboxamide NC=1C=C(C=C(C1)C(F)(F)F)[C@@H](C)NC(=O)C1=NN(C(C=C1NC1=CC=CC=C1)=O)C1=C(C=CC=C1)F